3-(4-fluorophenyl)-1-propyl-2,4-dioxo-1,2,3,4-tetrahydropyrimidine-5-carboxylic acid FC1=CC=C(C=C1)N1C(N(C=C(C1=O)C(=O)O)CCC)=O